CC1=C(C(=NO1)C=1C=NC(=CC1)C)COC=1N=CC(=NC1)C(=O)NC1CC2(COC2)C1 5-((5-Methyl-3-(6-methylpyridin-3-yl)isoxazol-4-yl)methoxy)-N-(2-oxaspiro[3.3]heptan-6-yl)pyrazin-2-carboxamid